C1(CC1)C(=O)N1C[C@@H](NCC1)C (S)-cyclopropyl-(3-methylpiperazin-1-yl)methanone